2-(azetidin-3-yl)ethyl acetate C(C)(=O)OCCC1CNC1